3,4,5-trihydroxyphenol OC=1C=C(C=C(C1O)O)O